OCCN(CCO)CC(CS(=O)(=O)[O-])O 3-[N,N-di(hydroxyethyl) amino]-2-hydroxypropyl-sulfonate